C(C)C1=CC=C(C=C1)C=C p-ethyl-vinyl-benzene